N-[5-[3-(Ethoxyimino)-2-oxo-1-pyrrolidinyl]-2,4-dimethylphenyl]-1,1,1-trifluoromethanesulfonamide C(C)ON=C1C(N(CC1)C=1C(=CC(=C(C1)NS(=O)(=O)C(F)(F)F)C)C)=O